(R)-1-(2-amino-5-fluoro-4-(2-morpholinopyrimidin-5-yl)phenyl)-N,N-dimethylpyrrolidin-3-amine NC1=C(C=C(C(=C1)C=1C=NC(=NC1)N1CCOCC1)F)N1C[C@@H](CC1)N(C)C